2,2,2-trichloroethyl (3,3-dimethyl-1,2,3,5,6,7-hexa-hydrodicyclopenta[b,e]pyridin-8-yl)carbamate CC1(CCC=2C1=NC1=C(C2NC(OCC(Cl)(Cl)Cl)=O)CCC1)C